C1(=CC=CC=C1)N1N=C(C=C1C1=CC=CC=C1)C(=O)N1CC2=CC=CC=C2C[C@H]1C(=O)O (S)-2-(1,5-Diphenyl-1H-pyrazole-3-carbonyl)-1,2,3,4-tetrahydroisoquinoline-3-carboxylic acid